3-(N-phenylamino)propyltrimethoxysilane C1(=CC=CC=C1)NCCC[Si](OC)(OC)OC